(R)- and (S)-2-chloro-N-(4-((1-cyclopropyl-3-methyl-1H-pyrazol-4-yl)oxy)butan-2-yl)-5-(trifluoromethyl)pyrimidin-4-amine ClC1=NC=C(C(=N1)N[C@H](C)CCOC=1C(=NN(C1)C1CC1)C)C(F)(F)F |r|